2-[4-[[(3R)-1-ethyl-3-piperidyl]amino]phthalazin-1-yl]-5-methylsulfonyl-phenol C(C)N1C[C@@H](CCC1)NC1=NN=C(C2=CC=CC=C12)C1=C(C=C(C=C1)S(=O)(=O)C)O